N1=C(N=CC=C1)N1N=CN=C1[C@@H]1N(CCC1)C(=O)OC(C)(C)C t-butyl (R)-2-{1-(pyrimidin-2-yl)-1H-1,2,4-triazol-5-yl}pyrrolidine-1-carboxylate